2-{[2-(4-fluorophenoxy)ethyl]thio}-5,6-dimethyl-3-phenylthieno[2,3-d]pyrimidin-4(3H)-one FC1=CC=C(OCCSC=2N(C(C3=C(N2)SC(=C3C)C)=O)C3=CC=CC=C3)C=C1